N-(5-((benzylamino)methyl)-7-hydroxy-[1,2,4]triazolo[1,5-a]pyrimidin-2-yl)-4-chlorobenzamide C(C1=CC=CC=C1)NCC1=NC=2N(C(=C1)O)N=C(N2)NC(C2=CC=C(C=C2)Cl)=O